3-{5-[(3-Cyclopropyl-2-fluorophenyl)sulfinyl]-2-methylpyridin-4-yl}-5-(2,4-dimethylbenzyl)-5,6-dihydro-4H-1,2,4-oxadiazine C1(CC1)C=1C(=C(C=CC1)S(=O)C=1C(=CC(=NC1)C)C1=NOCC(N1)CC1=C(C=C(C=C1)C)C)F